5-Amino-2-chloro-6-((2,4-dimethoxybenzyl)amino)pyrimidine-4-carboxylic acid NC=1C(=NC(=NC1NCC1=C(C=C(C=C1)OC)OC)Cl)C(=O)O